OC(C1CCN(CC1)C(=O)C1CC(NCC1)=O)(C1=CC=CC=C1)C1=CC=CC=C1 4-[4-(hydroxydiphenylmethyl)piperidine-1-carbonyl]piperidin-2-one